OC=1C=C(CN2CCN3N=C(C(=C32)C(=O)N[C@@H](C)C3=CC=C(C(=O)OC)C=C3)C(F)(F)F)C=C(C1)C(F)(F)F Methyl (S)-4-(1-(1-(3-hydroxy-5-(trifluoromethyl)benzyl)-6-(trifluoromethyl)-2,3-dihydro-1H-imidazo[1,2-b]pyrazole-7-carboxamido)ethyl)benzoate